C(CCCCCCCCC)OS(=O)(=O)C1=CC=CC=C1.[NH4+] ammonium decylbenzenesulfonate